2-(2-methyl-3-(p-tolyl)pyrrolidin-3-yl)thiazole CC1NCCC1(C1=CC=C(C=C1)C)C=1SC=CN1